CC(=CC)C(C)C 3,4-dimethyl-2-pentene